NC/C=C/C=1SC2=C(C1CC(F)(F)F)C=CC=C2N[C@H]2[C@H](CN(CC2)C)F (3S,4R)-N-{2-[(1E)-3-aminoprop-1-en-1-yl]-3-(2,2,2-trifluoroethyl)-1-benzothiophen-7-yl}-3-fluoro-1-methylpiperidin-4-amine